FC1=C(C(=O)O)C(=CC(=C1)N1[C@H]([C@H](OCC1)C)C(F)(F)F)F 2,6-difluoro-4-((2R,3R)-2-methyl-3-(trifluoromethyl)morpholino)benzoic acid